methyl 1-[3-(benzyloxy)-2-formylphenyl]pyrrolidine-3-carboxylate C(C1=CC=CC=C1)OC=1C(=C(C=CC1)N1CC(CC1)C(=O)OC)C=O